2-fluoro-2-propenoic acid 3-trimethylsilyl-2-propynyl ester C[Si](C#CCOC(C(=C)F)=O)(C)C